C(CCC)N1N=C(C(=C1Cl)C=O)C(F)F 1-BUTYL-5-CHLORO-3-(DIFLUOROMETHYL)-1H-PYRAZOLE-4-CARBALDEHYDE